Methyl 6-bromo-[1,2,4]triazolo[1,5-a]pyridine-7-carboxylate BrC=1C(=CC=2N(C1)N=CN2)C(=O)OC